C[C@@H]1N(CC1)C=1N=C(C2=C(N1)CCC2)C=2C=C1[C@]3(C(NC1=CC2)=O)[C@@H](C3)C#N |&1:17,24| rac-(1R,2R)-5'-(2-((S)-2-methylazetidin-1-yl)-6,7-dihydro-5H-cyclopenta[d]pyrimidin-4-yl)-2'-oxospiro[cyclopropane-1,3'-indoline]-2-carbonitrile